((2-(3-formylthiophen-2-yl)-4-Methylpyrimidin-5-yl)oxy)cyclohexane-1-carboxylic acid methyl ester COC(=O)C1(CCCCC1)OC=1C(=NC(=NC1)C=1SC=CC1C=O)C